1-methyl-1H-pyrazolo[3,4-c]pyridazin-4-ol CN1N=CC2=C1N=NC=C2O